C1(CC1)C=1N=NN(C1CO[C@H]1[C@@H]2CN([C@H](C1)C2)C=2SC1=C(N2)C(=CC(=C1)C(=O)O)O[C@@H]1COCC1)C1=C(C=CC=C1Cl)Cl 2-[(1S,4S,5R)-5-[[4-cyclopropyl-1-(2,6-dichlorophenyl)-1H-1,2,3-triazol-5-yl]methoxy]-2-azabicyclo[2.2.1]heptan-2-yl]-4-[(3S)-oxolan-3-yloxy]-1,3-benzothiazole-6-carboxylic acid